(3-lauramidopropyl)trimethyl-ammonium methyl-sulfate salt COS(=O)(=O)[O-].C(CCCCCCCCCCC)(=O)NCCC[N+](C)(C)C